CN(CCNC1=C(C=C2C(=NC=NC2=C1)OC=1C=C(C(=O)NC2=CC(=CC=C2)C(F)(F)F)C=CC1C)OC)C 3-(7-(2-(dimethylamino)ethylamino)-6-methoxyquinazolin-4-yloxy)-4-methyl-N-(3-(trifluoromethyl)phenyl)benzamide